5'-Methyl-2'-(S-methylsulfonimidoyl)-1,1':3',1''-terphenyl CC=1C=C(C(=C(C1)C1=CC=CC=C1)S(=O)(=N)C)C1=CC=CC=C1